C(C)(C)(C)OC(=O)N1C(CC2=C(C=CC=C12)OC)C(=O)O 1-tert-butoxycarbonyl-4-methoxy-indoline-2-carboxylic acid